FC1=C(C=C(C=C1)F)NC(=O)NC1CN(C(C1)=O)C1=CC=C(C=C1)C 1-(2,5-difluorophenyl)-3-[1-(4-methylphenyl)-5-oxopyrrolidin-3-yl]urea